tert-Butyl peroxyneodecanoate (tert-Butyl-peroxyneodecanoate) C(C)(C)(C)C(C(=O)OO)CCCCC(C)(C)C.C(CCCCCC(C)(C)C)(=O)OOC(C)(C)C